C(#C)C1=CC2=C(N=C(N=C2)NC2=C(C=C(C=C2)S(=O)(=O)C)F)N(C1=O)[C@H]1[C@](CCC1)(C)O 6-ethynyl-2-((2-fluoro-4-(methylsulfonyl)phenyl)amino)-8-((1R,2R)-2-hydroxy-2-methylcyclopentyl)pyrido[2,3-d]pyrimidin-7(8H)-one